1-ethyl-3-methylimidazolium p-toluenesulfonate salt CC1=CC=C(C=C1)S(=O)(=O)[O-].C(C)N1C=[N+](C=C1)C